di-benzoate sodium [Na+].C(C1=CC=CC=C1)(=O)[O-].C(C1=CC=CC=C1)(=O)[O-].[Na+]